C1(OC=CO1)=O (vinylene) carbonate